3-(1-methyl-3-((tetrahydro-2H-pyran-4-yl)methyl)-1H-indol-5-yl)-5,6,7,8-tetrahydrobenzo[4,5]thieno[2,3-d]pyrimidine-2,4(1H,3H)-dione CN1C=C(C2=CC(=CC=C12)N1C(NC2=C(C1=O)C1=C(S2)CCCC1)=O)CC1CCOCC1